C[Si](C=1C=C(C=CC1)O)(C)C 3-(trimethylsilyl)phenol